amino-5,6-dichloropyrazine-2-carboxylic acid NC=1C(=NC(=C(N1)Cl)Cl)C(=O)O